ClC1=C(C=CC(=C1)C=1C=C2C=NN(C2=CC1)C1=CC(=CC(=C1)C(F)(F)F)O)O 2-Chloro-4-(1-(3-hydroxy-5-(trifluoromethyl)phenyl)-1H-indazol-5-yl)phenol